C(C)(C)(C)C1=CC=C(C=C1)C=1C=2N(C3=C(C=C(C=C3N1)C(=O)O)CO)C=CC2 4-(4-(tert-Butyl)phenyl)-9-(hydroxymethyl)pyrrolo[1,2-a]quinoxaline-7-carboxylic acid